(R)-(+)-3-(3,4-dihydroxyphenyl)-2-hydroxypropionic acid benzyl ester C(C1=CC=CC=C1)OC([C@@H](CC1=CC(=C(C=C1)O)O)O)=O